Tetramethylcyclohexanone CC1(CCCC(=O)C1(C)C)C